3,6-dichloropyridinealdehyde ClC=1C(=NC(=CC1)Cl)C=O